4-((2-((4-((2-bromoethoxy)methyl)benzyl)oxy)ethyl)thio)-1-oxoisoindolin BrCCOCC1=CC=C(COCCSC2=C3CNC(C3=CC=C2)=O)C=C1